CC1(COCCN1CCN1C(C(=C(C2=CC=CN=C12)O)C(=O)NC1CCC(CC1)C)=O)C 1-(2-(3,3-dimethylmorpholino)ethyl)-4-hydroxy-N-((1s,4s)-4-methylcyclohexyl)-2-oxo-1,2-dihydro-1,8-naphthyridine-3-carboxamide